CC1=NC2=C(C(=NC=C2)N)N1C(C)C methyl-3-(propan-2-yl)-3H-imidazo[4,5-c]pyridin-4-amine